C(C)N(CCCC(C)NC=1N=CC(=NC1)C(=O)NC=1C=CC(=C2C=CC(=NC12)OC)OC)CC 5-((5-(diethylamino)pentan-2-yl)amino)-N-(2,5-dimethoxyquinolin-8-yl)pyrazine-2-carboxamide